O1CCC2=C1C=C(C=C2)CC21NC(CC1C2)C(=O)N ((2,3-dihydrobenzofuran-6-yl)methyl)-2-azabicyclo[3.1.0]hexane-3-carboxamide